C(C)(SC1CC(CC1)NC(=O)OC(C)(C)C)=O S-(3-((tert-butoxycarbonyl)amino)cyclopentyl) ethanethioate